FC(C1=NN(C=C1C(=O)N)CC)F 3-difluoromethyl-1-ethyl-1H-pyrazole-4-carboxamide